2,2-difluoro-N-((6-methylpyrazin-2-yl)methyl)acetamide FC(C(=O)NCC1=NC(=CN=C1)C)F